C(#N)C1(CC2=C(C=CC=C2)C(C)(C)C)CC=C(C=C1)C#N 1,4-dicyanobenzyl-2-tert-butylbenzene